FC1=CC=C(C=C1)N1N=C(C2=CC=CC=C2C1=O)C=1C=C(C#N)C=CC1 3-(3-(4-fluorophenyl)-4-oxo-3,4-dihydro-phthalazin-1-yl)benzonitrile